Tert-butyl ((1r,4r)-4-((4-(2-(2,6-dioxopiperidin-3-yl)-6-fluoro-1-oxoisoindolin-5-yl)piperidin-1-yl)methyl)cyclohexyl)carbamate O=C1NC(CCC1N1C(C2=CC(=C(C=C2C1)C1CCN(CC1)CC1CCC(CC1)NC(OC(C)(C)C)=O)F)=O)=O